ClC=1C(=C(C=CC1F)[C@H](NC(=O)[C@H]1NC(NC1)=O)C1CCN(CC1)C1(CC1)C(F)(F)F)F |o1:8| (S)-N-((R or S)-(3-chloro-2,4-difluorophenyl)(1-(1-(trifluoromethyl)cyclopropyl)-piperidine-4-yl)methyl)-2-oxoimidazolidine-4-carboxamide